C1(CC1)NC(=O)C1=C(N(C(C(=C1)CC1=C(C(=NC=C1)NS(NCCOC)(=O)=O)F)=O)C)NC1=C(C=C(C=C1)I)F N-cyclopropyl-2-(2-fluoro-4-iodoanilino)-5-[[3-fluoro-2-(2-methoxyethylsulfamoylamino)pyridin-4-yl]methyl]-1-methyl-6-oxopyridine-3-carboxamide